(S)-2,2'-{[6-(6-aminohexanamido)-1-({2-[(α-D-mannopyranosyl)oxy]ethyl}amino)-1-oxohexan-2-yl]azanediyl}bis(N-{2-[(α-D-mannopyranosyl)oxy]ethyl}acetamide) NCCCCCC(=O)NCCCCC(C(=O)NCCO[C@@H]1[C@@H](O)[C@@H](O)[C@H](O)[C@H](O1)CO)N(CC(=O)NCCO[C@@H]1[C@@H](O)[C@@H](O)[C@H](O)[C@H](O1)CO)CC(=O)NCCO[C@@H]1[C@@H](O)[C@@H](O)[C@H](O)[C@H](O1)CO